C(=O)OC(CC[C@@H](C(=O)O)NC(=O)C1=CC=C(CCC2=CC=C3N=C(N)NC(=O)C3=C2)C=C1)=O O-formyl-5,8,10-trideazafolic acid